C(C)(C)NC(CN1CC2(C1)CCN(CC2)C2=CC(=C1C(=N2)C(=CS1)C(=O)NC)C(F)(F)F)=O 5-[2-[2-(isopropylamino)-2-oxo-ethyl]-2,7-diazaspiro[3.5]non-7-yl]-N-methyl-7-(trifluoromethyl)thieno[3,2-b]pyridine-3-carboxamide